ethyl (S)-2-(tert-butoxy)-2-(7-(4-chlorophenyl)-5-methyl-2-(1-methyl-3-(1-(oxetan-3-yl)piperidin-4-yl)-1H-pyrazolo[3,4-b]pyrazin-5-yl)benzo[d]thiazol-6-yl)acetate C(C)(C)(C)O[C@H](C(=O)OCC)C1=C(C2=C(N=C(S2)C=2N=C3C(=NC2)N(N=C3C3CCN(CC3)C3COC3)C)C=C1C)C1=CC=C(C=C1)Cl